C1(CC1)OC1=CC(=C2CN(C(C2=C1)=O)C1=CC(=CC=C1)C1(COC1)CC1=NN=CN1C)C(F)(F)F 6-cyclopropoxy-2-(3-{3-[(4-methyl-1,2,4-triazol-3-yl)methyl]oxetan-3-yl}phenyl)-4-(trifluoromethyl)-3H-isoindol-1-one